(Z)-1-(3-(2-((2,2-difluoroethoxy)methyl)-5-methylphenyl)-4-oxothiazolidin-2-ylidene)-3-(2-fluoro-4-(5-(4-(trifluoromethoxy)phenyl)-1,2,4-oxadiazol-3-yl)phenyl)urea FC(COCC1=C(C=C(C=C1)C)N1/C(/SCC1=O)=N/C(=O)NC1=C(C=C(C=C1)C1=NOC(=N1)C1=CC=C(C=C1)OC(F)(F)F)F)F